N-(1-methylazetidin-3-yl)-1-(2-(p-tolyl)-2H-pyrazolo[3,4-d]pyridazin-7-yl)piperidine-4-carboxamide CN1CC(C1)NC(=O)C1CCN(CC1)C1=NN=CC=2C1=NN(C2)C2=CC=C(C=C2)C